4-vinyloxybenzeneacetic acid C(=C)OC1=CC=C(C=C1)CC(=O)O